C(C1=CC=CC=C1)OC(=O)N[C@@H](C(=O)OCC1=CC=CC=C1)CNC(C1=C(C(=CC=C1)C=1C(=NN(C1C)C)C)F)=O (2R)-benzyl 2-(((benzyloxy)carbonyl)amino)-3-(2-fluoro-3-(1,3,5-trimethyl-1H-pyrazol-4-yl)benzamido)propanoate